C(C)OC(=O)C1=C(C=2C(=NC(=CC2)C)N1C)C=C 1,6-dimethyl-3-vinyl-1H-pyrrolo[2,3-b]pyridine-2-carboxylic acid ethyl ester